2-((6-(4-((6-isopropoxypyrazin-2-yl)amino)-3-methylisoxazol-5-yl)-2-methylpyridin-3-yl)carbamoyl)cyclopropane-1-carboxylic acid C(C)(C)OC1=CN=CC(=N1)NC=1C(=NOC1C1=CC=C(C(=N1)C)NC(=O)C1C(C1)C(=O)O)C